(S,E)-4-(3-aminophenoxy)-2-cyclopentyl-N-(4-(methylsulfonyl)but-3-en-2-yl)pyrimidine-5-carboxamide NC=1C=C(OC2=NC(=NC=C2C(=O)N[C@@H](C)\C=C\S(=O)(=O)C)C2CCCC2)C=CC1